3-(2-methoxy-2-oxoethyl)benzoic acid methyl ester COC(C1=CC(=CC=C1)CC(=O)OC)=O